CC1(C2(C=3C=CC=C4CNCC[C@@H](C43)C1)CC2)C (S)-6',6'-Dimethyl-2',3',4',4a',5',6'-hexahydro-1'H-spiro[cyclopropan-1,7'-naphtho-[1,8-cd]azepin]